2-acetyl-1-cyclopentanone C(C)(=O)C1C(CCC1)=O